ClC=1C=C(C(=O)OCC)C(=CN1)C(=O)Cl ethyl 2-chloro-5-(chlorocarbonyl)isonicotinate